[Cl-].CCCCCCCCCC n-decane chloride